3-(cyclopent-1-en-1-yl)-5-nitropyridine C1(=CCCC1)C=1C=NC=C(C1)[N+](=O)[O-]